[Li+].C(CCCCCCCCCCC)C1=CC=C(C=C1)S(=O)(=O)[O-] 4-dodecylbenzenesulfonic acid lithium salt